4,4,4,4-(1,3,6,8-Pyrenetetrayl)tetrakis[benzenamine] C1=CC(=CC=C1C2=CC(=C3C=CC4=C(C=C(C5=C4C3=C2C=C5)C6=CC=C(C=C6)N)C7=CC=C(C=C7)N)C8=CC=C(C=C8)N)N